tert-butyl 3-cyano-4-((2-iodo-3-(2,2,2-trifluoroethyl)benzo[b]thiophen-7-yl)amino)piperidine-1-carboxylate C(#N)C1CN(CCC1NC1=CC=CC2=C1SC(=C2CC(F)(F)F)I)C(=O)OC(C)(C)C